3-(4-methylthiazol-2-yl)-3-oxopropionate CC=1N=C(SC1)C(CC(=O)[O-])=O